2-(4-methylcyclohexyl)-2-(3,3-diphenylbutyl)-1,3-dimethoxypropane CC1CCC(CC1)C(COC)(COC)CCC(C)(C1=CC=CC=C1)C1=CC=CC=C1